2-(1,1-difluoro-2-methylethyl)sulfonylpyridine FC(CC)(F)S(=O)(=O)C1=NC=CC=C1